CSC1=NC(=C(C(=N1)N)N)N 2-(methylthio)pyrimidine-4,5,6-triamine